ClC=1N=C(SC1C1=NC(=NC=C1)N[C@@H]1CN(CCC1)C(=O)OC(C)(C)C)C tert-butyl (3S)-3-[[4-(4-chloro-2-methyl-thiazol-5-yl)pyrimidin-2-yl]amino]piperidine-1-carboxylate